C(C)OC(=O)C1=C(N(C=CC1=O)[C@@H](CC=1C(=NC(=C(C1)OCCCOC)Cl)I)C(C)(C)C)C (S)-1-(1-(6-chloro-2-iodo-5-(3-methoxypropoxy)pyridin-3-yl)-3,3-dimethylbut-2-yl)-2-methyl-4-oxo-1,4-dihydropyridine-3-carboxylic acid ethyl ester